ClC=1C(=CC(=C(C1)NC1=NC=NC2=CC(=C(C=C12)NC(C=C)=O)OCCCN1CCOCC1)C(C)(C)O)OC1=CC(=CC=C1)F N-(4-((5-chloro-4-(3-fluorophenoxy)-2-(2-hydroxypropan-2-yl)phenyl)amino)-7-(3-morpholinoPropoxy)quinazolin-6-yl)acrylamide